3-butyramido-2-(butyryloxy)benzoic acid C(CCC)(=O)NC=1C(=C(C(=O)O)C=CC1)OC(CCC)=O